tert-butyl (S)-(3-(6-bromobenzo[d]oxazol-2-yl)-1-((cyanomethyl)amino)-1-oxopropan-2-yl)carbamate BrC1=CC2=C(N=C(O2)C[C@@H](C(=O)NCC#N)NC(OC(C)(C)C)=O)C=C1